Sodium Bis-(2-ethylhexyl) phosphate P(=O)(OCC(CCCC)CC)(OCC(CCCC)CC)[O-].[Na+]